C1NCC12CC(C2)N2C=NC1=CC=C(C=C1C2=O)OC2=C(C(=CC=C2F)NS(N(C)CC)(=O)=O)C#N 3-(2-azaspiro[3.3]heptan-6-yl)-6-[2-cyano-3-[[ethyl(methyl)sulfamoyl]amino]-6-fluoro-phenoxy]-4-oxo-quinazoline